1-(6-(6-chloro-2-(3-(dimethylamino)azetidin-1-yl)-8-fluoro-7-(5-methyl-1H-indazol-4-yl)quinazolin-4-yl)-2,6-diazaspiro[3.4]octan-2-yl)prop-2-en-1-one ClC=1C=C2C(=NC(=NC2=C(C1C1=C2C=NNC2=CC=C1C)F)N1CC(C1)N(C)C)N1CC2(CN(C2)C(C=C)=O)CC1